N1-(naphthalene-1-yl)-N4,N4-diphenylbenzene-1,4-diamine C1(=CC=CC2=CC=CC=C12)NC1=CC=C(C=C1)N(C1=CC=CC=C1)C1=CC=CC=C1